4-HYDROXY-2-PYRROLINE-2-CARBOXYLIC ACID OC1C=C(NC1)C(=O)O